C1(C(CCCC1)=O)=O Cyclohexane-1,2-dione